3,4-bis(4-bromophenyl)isoquinolin-1(2H)-one BrC1=CC=C(C=C1)C=1NC(C2=CC=CC=C2C1C1=CC=C(C=C1)Br)=O